ClC1=C(C=C2C(=C(N(C2=C1F)C)C1=NNC(=N1)[C@H](COC)O)N1C=NC=C1)OC (R)-1-(3-(6-chloro-7-fluoro-3-(1H-imidazol-1-yl)-5-methoxy-1-methyl-1H-indol-2-yl)-1H-1,2,4-triazol-5-yl)-2-methoxyethan-1-ol